CC=1C(=NC=CC1C#N)O[C@H]1CN([C@@H](CC1)C)C(=O)C1=C(CCC1)C1=NC=CC=C1 3-methyl-2-({(3R,6R)-6-methyl-1-[(2-pyridin-2-ylcyclopent-1-en-1-yl)carbonyl]piperidin-3-yl}oxy)pyridine-4-carbonitrile